Dimethyl-diethyl-tin C[Sn](CC)(CC)C